2,5-naphthalendicarboxylic acid C1=C(C=CC=2C(=CC=CC12)C(=O)O)C(=O)O